[Si](C)(C)(C(C)(C)C)O[C@@H]1[C@@H](N(CC1)C(=O)OC(C)(C)C)C(=O)OC 1-(tert-butyl) 2-methyl (2R,3S)-3-((tert-butyldimethylsilyl)oxy)pyrrolidine-1,2-dicarboxylate